2,2-dimethyl-5-(2-(3-(trifluoromethyl)phenyl)acetyl)-1,3-dioxane-4,6-dione CC1(OC(C(C(O1)=O)C(CC1=CC(=CC=C1)C(F)(F)F)=O)=O)C